4-{4-[(5S)-(Aminomethyl)-2-oxo-1,3-oxazolidin-3-yl]phenyl}-morpholin-3-on NCC1N(C(OC1)=O)C1=CC=C(C=C1)N1C(COCC1)=O